FC=1C=C(C=C(C1F)C(F)(F)F)C=1C=C2C(=NC1)N(C(N2CC=2N=NC=CC2)=O)C 6-[3,4-difluoro-5-(trifluoromethyl)phenyl]-3-methyl-1-(pyridazin-3-ylmethyl)imidazo[4,5-b]pyridin-2-one